4-{2-[(1,1'-biphenyl)-4-ylamino]-1-hydroxyethyl}-1,3-dihydroimidazole-2-thione C1(=CC=C(C=C1)NCC(O)C=1NC(NC1)=S)C1=CC=CC=C1